ClC(CN)NCl 1,N1-dichloroethane-1,2-diamine